C1(=CC(=CC=C1)CN1C=CC=2C1=CC=C1C(=NC(=NC21)N)N)C2=CC=CC=C2 7-([1,1'-biphenyl]-3-ylmethyl)-7H-pyrrolo[2,3-h]quinazoline-2,4-diamine